tert-butyl 2-(4-((4-(4-(2-(2-(5-(tert-butyl)-2-hydroxy-4-(4-oxo-1,4-dihydroquinoline-3-carboxamido)phenoxy)ethoxy)ethoxy)phenyl)piperidin-1-yl)sulfonyl)benzamido)acetate C(C)(C)(C)C=1C(=CC(=C(OCCOCCOC2=CC=C(C=C2)C2CCN(CC2)S(=O)(=O)C2=CC=C(C(=O)NCC(=O)OC(C)(C)C)C=C2)C1)O)NC(=O)C1=CNC2=CC=CC=C2C1=O